tert-butyl 4-(4-methyl-3-((1-(7-(4,4,5,5-tetramethyl-1,3,2-dioxaborolan-2-yl)quinolin-5-yl)cyclopropyl)carbamoyl)phenyl)piperazine-1-carboxylate CC1=C(C=C(C=C1)N1CCN(CC1)C(=O)OC(C)(C)C)C(NC1(CC1)C1=C2C=CC=NC2=CC(=C1)B1OC(C(O1)(C)C)(C)C)=O